2-(4-(2-(3-(6-(8-(benzo[d]thiazol-2-ylcarbamoyl)-3,4-dihydroisoquinolin-2(1H)-yl)-2-(tert-butoxycarbonyl)pyridin-3-yl)-2-(trifluoromethyl)phenoxy)ethyl)piperazin-1-yl)acetic acid S1C(=NC2=C1C=CC=C2)NC(=O)C=2C=CC=C1CCN(CC21)C2=CC=C(C(=N2)C(=O)OC(C)(C)C)C=2C(=C(OCCN1CCN(CC1)CC(=O)O)C=CC2)C(F)(F)F